tert-butyl (1S,2R,5R)-2-allyl-3-(5-bromo-6-chloro-2,8-difluoroquinazolin-4-yl)-3,8-diazabicyclo[3.2.1]octane-8-carboxylate C(C=C)[C@@H]1[C@@H]2CC[C@H](CN1C1=NC(=NC3=C(C=C(C(=C13)Br)Cl)F)F)N2C(=O)OC(C)(C)C